methyl 4-(2-((4-(3-ethynyl-4-methylbenzamido)-2-(trifluoromethyl)benzyl)amino) ethyl)piperazine-1-carboxylate C(#C)C=1C=C(C(=O)NC2=CC(=C(CNCCN3CCN(CC3)C(=O)OC)C=C2)C(F)(F)F)C=CC1C